COC(=O)C1=CC=C2C(=N1)C=C(O2)C2(CC2)C.COC=2C=CC(=NC2)NC2=CC(=NC(=N2)C=2C=NC=CC2)N2CC1(C2)CCN(CC1)C(C)=O 1-(2-(6-((5-methoxypyridin-2-yl)amino)-2-(pyridin-3-yl)pyrimidin-4-yl)-2,7-diazaspiro[3.5]nonan-7-yl)ethan-1-one methyl-2-(1-methylcyclopropyl)furo[3,2-b]pyridine-5-carboxylate